Iron Carbide C.[Fe].[Fe].[Fe]